E-pent-2-en C\C=C\CC